9,19-cyclolanost-24-en-3-ol C[C@H](CCC=C(C)C)[C@H]1CC[C@@]2([C@@]1(CC[C@]34[C@H]2CC[C@H]5[C@]3(C4)CCC(C5(C)C)O)C)C